ClC1=C(NC(CSC2=C(C(=O)O)C=CC=C2)=O)C=CC=C1 2-[2-(2-Chloroanilino)-2-oxoethyl]sulfanylbenzoic acid